4-(2-(4-bromophenyl)propan-2-yl)morpholine BrC1=CC=C(C=C1)C(C)(C)N1CCOCC1